FC1=CC(=C(C=C1C)N1C(SCC1=O)=N)C 3-(4-fluoro-2,5-dimethylphenyl)-2-iminothiazolidin-4-one